O1CC(C1)N1N=C2N=C(C=C(C2=C1)CN1CCCC1)C=1C=C2CN(C(C2=CC1)=O)C1C(NC(CC1)=O)=O 3-(5-(2-(oxetan-3-yl)-4-(pyrrolidin-1-ylmethyl)-2H-pyrazolo[3,4-b]pyridin-6-yl)-1-oxoisoindolin-2-yl)piperidine-2,6-dione